C(C=C)(=O)OC(C(COC(C=C)=O)(COC(C=C)=O)COC(C=C)=O)OCC ethoxypentaerythritol tetraacrylate